FC1=C(C=CC(=C1)F)CCNC(CC1N(C(CC1)=O)CC1=C(C(=CC=C1)F)F)=O N-[2-(2,4-difluorophenyl)ethyl]-2-[1-[(2,3-difluorophenyl)methyl]-5-oxopyrrolidin-2-yl]acetamid